p-di(vinyloxyethoxy)benzene C(=C)OCCOC1=CC=C(C=C1)OCCOC=C